O=C1NC(CCC1N1C(C2=CC=CC(=C2C1)N(CCCCNC(CC(C)C)=O)CCCCC)=O)=O N-(4-((2-(2,6-dioxopiperidin-3-yl)-1-oxoisoindolin-4-yl)(pentyl)amino)butyl)-3-methylbutanamide